5-(N,N-dimethylsulfamoyl)picolinic acid CN(S(=O)(=O)C=1C=CC(=NC1)C(=O)O)C